3-benzyl-1-(trans-4-((5-cyano-4-((2-cyanoethyl)amino)pyrimidin-2-yl)amino)cyclohexyl)-1-(5-(1-methyl-1H-pyrazol-4-yl)pyridin-2-yl)urea C(C1=CC=CC=C1)NC(N(C1=NC=C(C=C1)C=1C=NN(C1)C)[C@@H]1CC[C@H](CC1)NC1=NC=C(C(=N1)NCCC#N)C#N)=O